ClC1=CC=C(C=C1)S(=O)(=O)CCCC1=CC=C(C=C1)CC(=O)O 4-(3-((4-chlorophenyl)sulfonyl)propyl)phenylacetic acid